NICKEL OXID copper zinc chlorine [Cl].[Zn].[Cu].[Ni]=O